N-(3-cyclopropyl-1H-pyrazol-5-yl)-2-(1-(2-methylthiazol-4-yl)-1H-pyrazol-4-yl)acetamide C1(CC1)C1=NNC(=C1)NC(CC=1C=NN(C1)C=1N=C(SC1)C)=O